NCC=1C(=C(C=CC1)C1=CC(=CC=2C=COC21)[C@@H]2CNC1=C(O2)C(=CC=C1)CC(=O)O)F (R)-2-(2-(7-(3-(aminomethyl)-2-fluorophenyl)benzofuran-5-yl)-3,4-dihydro-2H-benzo[b][1,4]oxazin-8-yl)acetic acid